8-decanolide C1(CCCCCCC(CC)O1)=O